(S)-N-cyclopropyl-5-(4-(7-fluoropyrazolo[1,5-a]pyridin-2-yl)-1,4,6,7-tetrahydro-5H-imidazo[4,5-c]pyridin-5-yl)pyrazine-2-carboxamide C1(CC1)NC(=O)C1=NC=C(N=C1)N1[C@@H](C2=C(CC1)NC=N2)C2=NN1C(C=CC=C1F)=C2